ClC1=C(CCOC=2C=C(C=CC2NS(=O)(=O)CC)C2=NNC(=C2C(=O)N)NC2=NC=CN=C2)C=CC=C1 3-(3-(2-chlorophenethoxy)-4-(ethylsulfonamido)phenyl)-5-(pyrazin-2-ylamino)-1H-pyrazole-4-carboxamide